(R)-N-Methoxy-N-methyl-2-(((S)-1,1,1-trifluoropropan-2-yl)oxy)propanamide CON(C([C@@H](C)O[C@H](C(F)(F)F)C)=O)C